ClC=1C=C(C=CC1)[C@H](CN1C[C@H](CCC1)COC1=CC=C(C=C1)S(=O)(=O)C)OC (s)-1-((R)-2-(3-chlorophenyl)-2-methoxyethyl)-3-((4-(methylsulfonyl)phenoxy)methyl)piperidine